tetrahydrofuran, monohydrate O.O1CCCC1